FC=1C=C2NC=CC2=C2CCC(N(CC(CCCCC(C3=CN=C(C=4C(=CC=C(OC12)C4)F)N3)(C3=CC=CC=C3)C)(C)C)C)=O 24,30-Difluoro-6,11,11,13-tetramethyl-6-phenyl-26-oxa-3,13,21,32-tetrazapentacyclo[25.3.1.12,5.017,25.018,22]dotriaconta-1(31),2,4,17,19,22,24,27,29-nonaen-14-one